1,1-dioctyloxy-9-methyltridecane C(CCCCCCC)OC(CCCCCCCC(CCCC)C)OCCCCCCCC